C(C)(C)(C)N(C(=O)OCCC1=CC=C(C=C1)OCC1=CC=CC=C1)C1=NC=C2C=C(C=NC2=C1)C=1C=NC(=CC1C)C(CC)=O 2-(4-(benzyloxy)phenyl)ethanol tert-butyl-N-[3-(4-methyl-6-propanoylpyridin-3-yl)-1,6-naphthyridin-7-yl]carbamate